methanone (O-acetyloxime) C(C)(=O)ON=C